lithium-californium-zirconium-aluminum oxide [O-2].[Al+3].[Zr+4].[Cf+3].[Li+]